FC1(C[C@H](N(C1)C(=O)C1(CCCCC1)C(F)(F)F)C(=O)OC)F methyl (S)-4,4-difluoro-1-(1-(trifluoromethyl)cyclohexane-1-carbonyl)pyrrolidine-2-carboxylate